1-(4-benzyl-3-oxo-3,4-dihydro-2H-benzo[b][1,4]oxazin-7-yl)-3-(1-phenyl-1H-pyrazol-3-yl)urea C(C1=CC=CC=C1)N1C2=C(OCC1=O)C=C(C=C2)NC(=O)NC2=NN(C=C2)C2=CC=CC=C2